2-(5-(cyclopropylmethyl)-4-(3-fluoro-4-sulfamoylbenzyl)-3-(3-(3-hydroxy-3-methylbut-1-yn-1-yl)phenyl)-1H-pyrazol-1-yl)thiazole-4-carboxylic acid C1(CC1)CC1=C(C(=NN1C=1SC=C(N1)C(=O)O)C1=CC(=CC=C1)C#CC(C)(C)O)CC1=CC(=C(C=C1)S(N)(=O)=O)F